COC(CN1C(CCCC1C(F)(F)F)=O)=O 2-[2-oxo-6-(trifluoromethyl)-1-piperidinyl]acetic acid methyl ester